S1C(=NC2=C1C=CC=C2)[C@H]2N(CCC1=C2N=CN1)C(=O)C1=C(N=C(O1)C1=NC=CC=C1)C#N (S)-5-(4-(benzo[d]thiazol-2-yl)-4,5,6,7-tetrahydro-1H-imidazo[4,5-c]pyridine-5-carbonyl)-2-(pyridin-2-yl)oxazole-4-carbonitrile